3-(5-(3-aminoprop-1-yn-1-yl)pyrazolo[1,5-a]pyridin-3-yl)piperidine-2,6-dione NCC#CC1=CC=2N(C=C1)N=CC2C2C(NC(CC2)=O)=O